2-(4-hydroxylphenyl)propan OC1=CC=C(C=C1)C(C)C